1H-pyrrolo[3,2-b]pyridine-3-carbonyl azide N1C=C(C2=NC=CC=C21)C(=O)N=[N+]=[N-]